3-fluoro-N-(1,2,3,4-tetrahydro-isoquinolin-7-yl)-4-(1,2,3,6-tetrahydro-pyridin-4-yl)-benzamide FC=1C=C(C(=O)NC2=CC=C3CCNCC3=C2)C=CC1C=1CCNCC1